OC1=C(C=CC(=C1)C(F)(F)F)C1=C(C2=C(N=N1)N(C=N2)[C@H]2CN(CCC2)C(=O)OC(C)(C)C)C tert-butyl (R)-3-(3-(2-hydroxy-4-(trifluoro-methyl)phenyl)-4-methyl-7H-imidazo[4,5-c]pyridazin-7-yl)piperidine-1-carboxylate